4-cyano-N-(2-hydroxyethyl)-3-methylbenzenesulfonamide C(#N)C1=C(C=C(C=C1)S(=O)(=O)NCCO)C